N-(2,4-difluoro-5-((2-methoxyethyl)amino)benzyl)-6'-fluoro-1'-methyl-4'-oxo-3',4'-dihydro-1'H-spiro[piperidine-4,2'-quinoline]-1-carboxamide FC1=C(CNC(=O)N2CCC3(N(C4=CC=C(C=C4C(C3)=O)F)C)CC2)C=C(C(=C1)F)NCCOC